3-((5-(3-amino-3-(pyridin-2-yl)piperidin-1-yl)-2-(2,5-difluoro-4-methoxyphenyl)pyridin-4-yl)methyl)imidazo[1,2-a]pyrazin-8-amine NC1(CN(CCC1)C=1C(=CC(=NC1)C1=C(C=C(C(=C1)F)OC)F)CC1=CN=C2N1C=CN=C2N)C2=NC=CC=C2